3,5-dichloro-4-((1-methoxy-7-methyl-6,7-dihydro-5H-cyclopenta[c]pyridin-4-yl)oxy)aniline ClC=1C=C(N)C=C(C1OC=1C2=C(C(=NC1)OC)C(CC2)C)Cl